O=C(CO\N=C/1\C(\NC2=CC=CC=C12)=C/1\C(NC2=CC=CC=C12)=O)N1CC2(C1)CNC2 (2Z,3E)-3-((2-oxo-2-(2,6-diazaspiro[3.3]heptane-2-yl)ethoxy)imino)-[2,3'-biindolinylidene]-2'-on